1,3-bis(7-benzo[c]acridinyl)propane C1=CC=CC=2C=CC=3C(=C4C=CC=CC4=NC3C21)CCCC2=C1C=CC=CC1=NC=1C3=C(C=CC21)C=CC=C3